ClC1=C(C=CC(=C1)CN1C=2N(CCC1=O)N=C(C2)C2=C(C=NN2C(C)C)Cl)C2=NN(C=C2)S(=O)(=O)N(C)C 3-(2-chloro-4-((2-(4-chloro-1-isopropyl-1H-pyrazol-5-yl)-5-oxo-6,7-dihydropyrazolo[1,5-a]pyrimidin-4(5H)-yl)methyl)phenyl)-N,N-dimethyl-1H-pyrazole-1-sulfonamide